OP(O)OP(O)O.C(C)(C)(C)C1=C(C(=CC(=C1)CC)C(C)(C)C)C(O)(C(CO)(CO)CO)C1=C(C=C(C=C1C(C)(C)C)CC)C(C)(C)C bis(2,6-di-t-butyl-4-ethyl-phenyl)pentaerythritol diphosphite